COC=O methoxymethyleneoxygen